5-[(5-fluoro-3-pyridyl)oxymethyl]-3-methyl-1-phenyl-pyrazole FC=1C=C(C=NC1)OCC1=CC(=NN1C1=CC=CC=C1)C